BrC1=CC=C(COC2=C(C3=CC=CC=C3C=C2)C=O)C=C1 2-(4-bromobenzyloxy)-naphthaldehyde